N-(4-[4-aminobicyclo[2.1.1]hexan-1-yl]-5-methyl-1,3-thiazol-2-yl)-2-{3-[2-(2-{[2-(2,6-dioxopiperidin-3-yl)-1,3-dioxo-2,3-dihydro-1H-isoindol-4-yl]amino}ethoxy)ethoxy]phenyl}acetamide NC12CCC(C1)(C2)C=2N=C(SC2C)NC(CC2=CC(=CC=C2)OCCOCCNC2=C1C(N(C(C1=CC=C2)=O)C2C(NC(CC2)=O)=O)=O)=O